C1(=CC=CC=C1)[C@@H](C)NC=1C2=C(N=CN1)NC(=C2)C2=CC=C(C=C2)O (R)-4-[4-[(1-phenylethyl)amino]-7H-pyrrolo[2,3-d]pyrimidin-6-yl]-phenol